methyl 2-[trans-4-(tert-butoxycarbonylamino) cyclohexyl]-7-chloro-2,4-dimethyl-1,3-benzodioxole-5-carboxylate C(C)(C)(C)OC(=O)N[C@@H]1CC[C@H](CC1)C1(OC2=C(O1)C(=CC(=C2C)C(=O)OC)Cl)C